5-amino-3-methyl-2,4-thiophenedicarboxylic acid NC1=C(C(=C(S1)C(=O)O)C)C(=O)O